1-((5-chlorothiophen-2-yl)sulfonyl)-1H-pyrrole ClC1=CC=C(S1)S(=O)(=O)N1C=CC=C1